N-((R)-2-(((S)-5,11-Dioxo-10,11-dihydro-1H,3H,5H-spiro[benzo[d]pyrazolo[1,2-a][1,2]diazepine-2,1'-cyclopropan]-10-yl)carbamoyl)butyl)-4-ethyl-1,2,3-thiadiazole-5-carboxamide O=C1N2N(C([C@H](C3=C1C=CC=C3)NC(=O)[C@@H](CNC(=O)C3=C(N=NS3)CC)CC)=O)CC3(CC3)C2